3-(1-(3-Methoxyphenyl)-3-(methylamino)propyl)-6-(1H-pyrazol-4-yl)quinazolin-4(3H)-one COC=1C=C(C=CC1)C(CCNC)N1C=NC2=CC=C(C=C2C1=O)C=1C=NNC1